N-[5-(7-{[6-({[(3-fluorocyclobutyl)methyl]amino}methyl)imidazo[1,2-a]pyridin-2-yl]methyl}-8-oxo-7,8-dihydro-2,7-naphthyridin-4-yl)pyridin-2-yl]acetamide FC1CC(C1)CNCC=1C=CC=2N(C1)C=C(N2)CN2C=CC=1C(=CN=CC1C2=O)C=2C=CC(=NC2)NC(C)=O